N-[(2-amino-3-chloroquinolin-7-yl)methyl]-6-cyano-N-(1,1-dioxo-2,3-dihydro-1λ6-benzothiophen-7-yl)pyridine-3-carboxamide NC1=NC2=CC(=CC=C2C=C1Cl)CN(C(=O)C=1C=NC(=CC1)C#N)C1=CC=CC=2CCS(C21)(=O)=O